C1=C(C=CC2=CC=CC=C12)N(C1=CC=C(C=C1)C1=CC=C(N(C2=CC=CC=C2)C2=CC3=CC=CC=C3C=C2)C=C1)C1=CC=CC=C1 N,N'-di-2-naphthyl-N,N'-diphenylbenzidine